(R)-5,7-difluoro-3,4-dihydro-2H-1-benzopyran FC1=CC(=CC2=C1CCCO2)F